1-(4-trifluoromethylphenyl)-2-((phenylthio)methyl)pyrrolidine FC(C1=CC=C(C=C1)N1C(CCC1)CSC1=CC=CC=C1)(F)F